3-chloro-5-[1-[4-[[2-chloro-4-[(2,4-dimethoxyphenyl)methylamino]pyrimidin-5-yl]methoxy]phenyl]-1-methyl-ethyl]-2-(2-chloroethoxy)benzonitrile ClC=1C(=C(C#N)C=C(C1)C(C)(C)C1=CC=C(C=C1)OCC=1C(=NC(=NC1)Cl)NCC1=C(C=C(C=C1)OC)OC)OCCCl